ClC1=C(C=CC=C1)C1CCN(CC1)C(CN1N=C(C2=C1CCC2)C(=O)N2C[C@H](O[C@H](C2)C)C)=O 1-[4-(2-chlorophenyl)piperidin-1-yl]-2-{3-[(2R,6S)-2,6-dimethylmorpholine-4-carbonyl]-5,6-dihydrocyclopenta[c]pyrazol-1(4H)-yl}ethan-1-one